(4,5-dimethylthiazol-2-yl)-2,5-diphenyltetrazolium ammonium bromide [Br-].[NH4+].CC=1N=C(SC1C)[N+]=1N(N=NC1C1=CC=CC=C1)C1=CC=CC=C1.[Br-]